ClC1=C2C=CN(C2=CC(=C1)N1C(C2=CC(=C(C=C2C(=C1)C(=O)N1CCCCC1)OC)OC1CC1)=O)C 2-(4-chloro-1-methyl-1H-indol-6-yl)-7-cyclopropoxy-6-methoxy-4-(piperidine-1-carbonyl)isoquinolin-1(2H)-one